FC1CN(C1)C1=CC(=NC(=C1)C)OCC1=CC=C(C=C1)[C@@H](C)C1(C(NCC1)=O)C 3-[(1R)-1-[4-[[4-(3-fluoroazetidin-1-yl)-6-methyl-2-pyridinyl]oxymethyl]phenyl]ethyl]-3-methyl-pyrrolidin-2-one